vinyltetramethyldisiloxane C[Si](C)O[Si](C)(C)C=C